(E)-undec-9-enenitrile C(CCCCCCC\C=C\C)#N